FC1(CCN(CC1)C=1C=C(C=C(C1)C)NC(C1=C(N=C(C=C1)[C@](CO)(C)O)N1CCC2(CC2)CC1)=O)F (S)-N-(3-(4,4-difluoropiperidin-1-yl)-5-methylphenyl)-6-(1,2-dihydroxypropan-2-yl)-2-(6-azaspiro[2.5]oct-6-yl)nicotinamide